methyl 6-[(6-{bis[(tert-butoxy)carbonyl]amino}pyridazin-3-yl)amino]pyridine-2-carboxylate C(C)(C)(C)OC(=O)N(C1=CC=C(N=N1)NC1=CC=CC(=N1)C(=O)OC)C(=O)OC(C)(C)C